CC(C1=CC=CC=C1)C=1C=C(C=C(C1O)CCC1=CC(=CC(=C1O)C(C1=CC=CC=C1)C)C)C 2,2'-dimethylene-Bis(6-α-methyl-benzyl-p-cresol)